ClC1=CC=C2/C(/C(NC2=C1)=O)=C/C1=C(C(=C(N1)C)C(=O)NCCN(CC)CC)C (Z)-5-((6-Chloro-2-oxoindolin-3-ylidene)methyl)-N-(2-(diethylamino)ethyl)-2,4-dimethyl-1H-pyrrole-3-carboxamide